C(C)(=O)N1CCN(CC1)C1=CC=C(C=C1)NC(=O)C1=NN2C(N=C(C=C2C=2C=NNC2)N2CC3=CC=C(C=C3C2)Cl)=C1C(C)C N-(4-(4-acetylpiperazin-1-yl)phenyl)-5-(5-chloroisoindolin-2-yl)-3-isopropyl-7-(1H-pyrazol-4-yl)pyrazolo[1,5-a]pyrimidine-2-carboxamide